CC1CC=C(NC1)C=1C=C2C=CN=CC2=CC1 6-(5-Methyl-1,4,5,6-tetrahydropyridin-2-yl)isoquinoline